CC1(OC2=CC(=CC=C2C(C1)=O)NC(OC(C)(C)C)=O)C tert-butyl (2,2-dimethyl-4-oxochroman-7-yl)carbamate